ethyl (Z)-2-cyano-3-(methylamino)-3-(methylthio)acrylate C(#N)/C(/C(=O)OCC)=C(/SC)\NC